2-fluoroprop-2-en-1-one formate salt C(=O)O.FC(C=O)=C